BrCC(=O)C=1C=NC(=CC1)C(F)F 2-bromo-1-[6-(difluoromethyl)pyridin-3-yl]ethanone